6-chloropyrazine-2-carboxamide ClC1=CN=CC(=N1)C(=O)N